cupric trichloride [Cu-](Cl)(Cl)Cl